BrC1=CC=C(C=C1)N1C2=CC(=CC=C2C=2C=CC(=CC12)Br)Br 9-(4-bromophenyl)-2,7-dibromocarbazole